ClC1=C(C(=O)NC2=NN=NN2CC)C=CC(=C1NS(=O)(=O)CC)OC(F)(F)F 2-chloro-3-(ethylsulfonylamino)-N-(1-ethyltetrazol-5-yl)-4-(trifluoromethoxy)benzamide